NCCC=1C=NC(=NC1)C1=C(C=C(C#N)C=C1)OC1=CC(=NC(=C1)C)N1C[C@@H](OCC1)C(F)F 4-[5-(2-aminoethyl)pyrimidin-2-yl]-3-[2-[(2R)-2-(difluoromethyl)morpholin-4-yl]-6-methylpyridin-4-yl]oxybenzonitrile